ClC=1C(=NC=CC1)C=1C(=NN(C1)[C@@H]1C[C@H](C1)CCCNC=1C=C2C(N(C(C2=CC1)=O)C1C(NC(CC1)=O)=O)=O)C1CC1 5-((3-(trans-3-(4-(3-chloropyridin-2-yl)-3-cyclopropyl-1H-pyrazol-1-yl)cyclobutyl)propyl)amino)-2-(2,6-dioxopiperidin-3-yl)isoindoline-1,3-dione